NC1=CC=C(C=C1)C1CCN(CC1)C1CCC2(CCN(CC2)C2=CC=C3CN(C(C3=C2)=O)C2C(NC(CC2)=O)=O)CC1 3-[6-[9-[4-(4-aminophenyl)-1-piperidyl]-3-azaspiro[5.5]undecan-3-yl]-1-oxo-isoindolin-2-yl]piperidine-2,6-dione